C(C)OC(=O)N1C2CC(C(C1)CC2)N2C[C@H]1C([C@H]1C2)C(=O)OCC 5-[(1r,5s,6r)-6-(ethoxycarbonyl)-3-azabicyclo[3.1.0]hex-3-yl]-2-azabicyclo[2.2.2]octane-2-carboxylic acid ethyl ester